3-(5-methylthiazol-2-yl)benzamide CC1=CN=C(S1)C=1C=C(C(=O)N)C=CC1